FC(S(=O)(=O)OC1=NC2=CC=C(N=C2C(=C1)N1[C@H](CN([C@@H](C1)CC)C(C1=NC=C(C=C1)C(F)(F)F)C1=CC=C(C=C1)F)C)C#N)(F)F 6-cyano-4-((2S,5R)-5-ethyl-4-((4-fluorophenyl) (5-(trifluoromethyl) pyridin-2-yl) methyl)-2-methylpiperazin-1-yl)-1,5-naphthyridin-2-yl trifluoromethanesulfonate